benzyl (R)-3-((tert-butoxycarbonyl) amino)-3-methylpiperidine-1-carboxylate C(C)(C)(C)OC(=O)N[C@]1(CN(CCC1)C(=O)OCC1=CC=CC=C1)C